Methyl (S)-3-bromo-4-(((1-hydroxy-3-phenylpropan-2-yl)amino)methyl)benzoate BrC=1C=C(C(=O)OC)C=CC1CN[C@H](CO)CC1=CC=CC=C1